(S)-N-[(S)-6-fluoro-2,3-dihydro-1H-inden-1-yl]-2-methylpropan-2-sulfinamide FC1=CC=C2CC[C@@H](C2=C1)N[S@@](=O)C(C)(C)C